bismuth(II) triflate [O-]S(=O)(=O)C(F)(F)F.[Bi+2].[O-]S(=O)(=O)C(F)(F)F